3-((2-fluorobenzyl)amino)-4-((4-(5-(trifluoromethyl)-1,2,4-oxadiazol-3-yl)benzyl)amino)cyclobut-3-ene-1,2-dione FC1=C(CNC=2C(C(C2NCC2=CC=C(C=C2)C2=NOC(=N2)C(F)(F)F)=O)=O)C=CC=C1